C(OC=1C=CC2=C(C1)OC(C=1C2N2N(CC1)C(N(C2=O)C2=CC=C(C=C2)C(C)=O)=O)(C)C)(OCCOC)=O 2-(4-acetylphenyl)-7,7-dimethyl-1,3-dioxo-2,3,5,12b-tetrahydro-1H,7H-chromeno[4,3-c][1,2,4]triazolo[1,2-a]pyridazin-10-yl (2-methoxyethyl) carbonate